2-(4-bromo-1-(2,5-difluorophenyl)but-3-yn-1-yl)-4-fluoro-6-(4-(4-methylpiperazin-1-yl)phenyl)isoindolin-1-one lithium [Li].BrC#CCC(C1=C(C=CC(=C1)F)F)N1C(C2=CC(=CC(=C2C1)F)C1=CC=C(C=C1)N1CCN(CC1)C)=O